(R)-2-(1-(6-oxo-5-(trifluoromethyl)-1,6-dihydropyridin-3-yl)ethoxy)isoindoline-1,3-dione O=C1C(=CC(=CN1)[C@@H](C)ON1C(C2=CC=CC=C2C1=O)=O)C(F)(F)F